4-[4-(2-Aminoacetyl)phenyl]-3-[(2-methyl-6-morpholin-4-ylpyrimidin-4-yl)amino]benzonitrile NCC(=O)C1=CC=C(C=C1)C1=C(C=C(C#N)C=C1)NC1=NC(=NC(=C1)N1CCOCC1)C